(E)-methyl 3-aminobut-2-enoate N/C(=C/C(=O)OC)/C